Cl.NC/C(/CN1N=CN(C1=O)CC=1SC(=CC1)C1=CC(=CC=C1)S(=O)(=O)N1CCCC1)=C\F 2-[(2E)-2-(aminomethyl)-3-fluoroprop-2-en-1-yl]-4-(5-[3-(pyrrolidin-1-ylsulfonyl)phenyl]thiophen-2-ylmethyl)-2,4-dihydro-3H-1,2,4-triazol-3-one hydrochloride